(R)-N-(2-(3,3-difluoropyrrolidin-1-yl)-4-(1H-pyrazol-5-yl)pyridin-3-yl)-6-(2-methylpyrrolidin-1-yl)nicotinamide FC1(CN(CC1)C1=NC=CC(=C1NC(C1=CN=C(C=C1)N1[C@@H](CCC1)C)=O)C1=CC=NN1)F